ClC=1C(=C(CN2[C@@H](C[C@@](CC2)(C(=O)O)CC2=NC(=C(C(=C2)C2=NC=CC=C2)F)NC2=NNC(=C2)C)C)C=CC1)F (2R,4R)-1-(3-chloro-2-fluorobenzyl)-4-((5'-fluoro-6'-((5-methyl-1H-pyrazol-3-yl)amino)-[2,4'-bipyridin]-2'-yl)methyl)-2-methyl-piperidine-4-carboxylic acid